fluoro-2'-[(2R)-3-hydroxy-2-methylpropyl]-6'-methoxy-2',3'-dihydrospiro[cyclohexane-1,1'-isoindol]-4-one FC1N(C2(C3=CC(=CC=C13)OC)CCC(CC2)=O)C[C@H](CO)C